3-amino-2-[(2'-cyanobiphenyl-4-yl)-methylamino]-benzoic acid ethyl ester C(C)OC(C1=C(C(=CC=C1)N)N(C)C1=CC=C(C=C1)C1=C(C=CC=C1)C#N)=O